BrC=1C=CC2=C(N(C=N2)C=2C=C(C=CC2)NC(C)=O)C1 N-(3-(6-bromo-1H-benzo[d]imidazol-1-yl)phenyl)acetamide